(2S,3S,4S,5R)-2-((S)-2-((triphenylsilyl)oxy)propyl)tetrahydro-2H-pyran C1(=CC=CC=C1)[Si](O[C@H](C[C@H]1OCCCC1)C)(C1=CC=CC=C1)C1=CC=CC=C1